N-(3-((3,5-difluorophenyl)amino)-2,3-dihydro-1H-inden-5-yl)acrylamide FC=1C=C(C=C(C1)F)NC1CCC2=CC=C(C=C12)NC(C=C)=O